FC1=CC=2C3=C(C(=NC2C=C1)C1=CC=CC=C1)CN(C3=O)S(=O)(=O)C3=CC=C(C=C3)C 8-fluoro-2,3-dihydro-2-[(4-methylphenyl)sulfonyl]-4-phenyl-1H-pyrrolo[3,4-c]quinolin-1-one